BrC1=C(C=C(C2=C1C=CO2)N2[C@H]([C@@H](C2)O)C)F (2S,3R)-1-(4-bromo-5-fluorobenzofuran-7-yl)-2-methylazetidin-3-ol